C(C)(=O)OC\C=C(\C(=O)NCCCCNC(C1=CC=CC=C1)=O)/C (E)-4-((4-benzamidobutyl)amino)-3-methyl-4-oxobut-2-en-1-yl acetate